5-(3-ethylimidazo[1,2-a]pyrimidin-6-yl)-N-(2-azaspiro[3.3]heptane-6-yl)pyrrolo[2,1-f][1,2,4]triazin-2-amine C(C)C1=CN=C2N1C=C(C=N2)C=2C=CN1N=C(N=CC12)NC1CC2(CNC2)C1